5-((7-bromo-6-(2-cyanoethyl)-8-fluoro-3-iodo-2-(methylthio)quinolin-4-yl)(tert-butoxycarbonyl)amino)-2-azabicyclo[2.1.1]hexane-2-carboxylate BrC1=C(C=C2C(=C(C(=NC2=C1F)SC)I)N(C1C2CN(C1C2)C(=O)[O-])C(=O)OC(C)(C)C)CCC#N